5-(1-benzofuran-3-yl)-N-[3-fluoro-4-[[7-(2-methoxy-ethoxy)-1,5-naphthyridin-4-yl]oxy]phenyl]-1,2,6-trimethyl-4-oxopyridine-3-carboxamide O1C=C(C2=C1C=CC=C2)C=2C(C(=C(N(C2C)C)C)C(=O)NC2=CC(=C(C=C2)OC2=CC=NC1=CC(=CN=C21)OCCOC)F)=O